CN(C=CC(=O)CCCCCCCCCCCCC)C 3-(dimethylamino)-1-tridecyl-2-propen-1-one